FC(CN1N=CC=2C1=NC(=NC2)N2CCC1(CC(N(C1)C1=NC(=NC=C1)C(F)(F)F)=O)CC2)F 8-(1-(2,2-difluoroethyl)-1H-pyrazolo[3,4-d]pyrimidin-6-yl)-2-(2-(trifluoromethyl)pyrimidin-4-yl)-2,8-diazaspiro[4.5]decan-3-one